(1-(4-(2,4-dioxotetrahydropyrimidin-1(2H)-yl)phenyl)piperidin-4-yl)methyl acetate C(C)(=O)OCC1CCN(CC1)C1=CC=C(C=C1)N1C(NC(CC1)=O)=O